ClC1=CC(=CC=2N=C(OC21)C=2C(=C(C=CC2)C2=C(C(=CC=C2)NC=2N=CC=C1C=C(C=NC21)CN2C[C@@H](CC2)C(=O)O)C)C)CO (R)-1-((8-(3'-(7-chloro-5-(hydroxymethyl)benzo[d]oxazol-2-yl)-2,2'-dimethylbiphenyl-3-ylamino)-1,7-naphthyridin-3-yl)methyl)pyrrolidine-3-carboxylic acid